C(C)(C)(C)C1=NC(=NO1)C(=O)N[C@@H]1CCCCC2=C1C=CC(=C2F)C2=NC=NN1C2=CC=C1 (R)-5-(tert-butyl)-N-(1-fluoro-2-(pyrrolo[2,1-f][1,2,4]triazin-4-yl)-6,7,8,9-tetrahydro-5H-benzo[7]annulen-5-yl)-1,2,4-oxadiazole-3-carboxamide